FC(C1=CC=C(CCNC2=NC=C(C=N2)C(=O)OCC)C=C1)(F)F Ethyl 2-((4-(trifluoromethyl)phenethyl)amino)pyrimidine-5-carboxylate